S1C(=CC=C1)CCN(C(CCCC(=O)N(CC=1SC=CC1)CC=1SC=CC1)=O)CC=1SC=CC1 N-[2-(2-thienyl)ethyl]-N,N',N'-tris(2-thienylmethyl)pentanediamide